ClC1=C(C=C(C=C1C(F)(F)F)C(F)(F)F)NS(=O)(=O)C1=C(C=C(C=C1C(C)C)C(C)C)C(C)C N-(2-chloro-3,5-bis(trifluoromethyl)phenyl)-2,4,6-triisopropyl-benzene-sulfonamide